1-(4-(4-(5-(2-bromo-6-fluorophenyl)-4,5-dihydroisoxazol-3-yl)thiazol-2-yl)piperidin-1-yl)-2-((3-(methylsulfanyl)pyrazin-2-yl)oxy)ethan-1-one BrC1=C(C(=CC=C1)F)C1CC(=NO1)C=1N=C(SC1)C1CCN(CC1)C(COC1=NC=CN=C1SC)=O